N1=CC=CC=2C=3C(C4=CC5=C(N=C4C12)C=CC=C5)=CCCC3 6,7-dihydrodibenzo-1,10-phenanthroline